NC=1C=C(C=NC1)C(C)=O 1-(5-aminopyridin-3-yl)ethanone